CN(/N=C/C=1N=NC(=CC1)C(F)(F)F)C(=O)C1CCC1 (E)-N-methyl-N'-((6-(trifluoromethyl)pyridazin-3-yl)methylene)cyclobutanecarbohydrazide